Diglycidyl-aniline C(C1CO1)N(C1=CC=CC=C1)CC1CO1